C1(=CC=CC2=CC3=CC4=CC=CC=C4C=C3C=C12)O tetracenol